N,N-diglycidyl-4-(4-phenoxyphenoxy)aniline C(C1CO1)N(C1=CC=C(C=C1)OC1=CC=C(C=C1)OC1=CC=CC=C1)CC1CO1